ClC1=C(N=NN1C1=CC=C(C=C1)[N+](=O)[O-])C#N 5-chloro-1-(4-nitrophenyl)-1H-1,2,3-triazole-4-carbonitrile